C(C)(C)(C)C1=CC=C(C=N1)C=1N=C2SC[C@H](CN2C(C1C#N)=O)CO (R)-8-(6-(tert-butyl)pyridin-3-yl)-3-(hydroxymethyl)-6-oxo-3,4-dihydro-2H,6H-pyrimido[2,1-b][1,3]thiazine-7-carbonitrile